1-(5-methyl-1,2-oxazole-4-sulfonyl)piperidin CC1=C(C=NO1)S(=O)(=O)N1CCCCC1